1-benzyl-6-chloroisatin C(C1=CC=CC=C1)N1C(=O)C(=O)C2=CC=C(C=C12)Cl